4-chlorophenyl phenyl sulfone C1(=CC=CC=C1)S(=O)(=O)C1=CC=C(C=C1)Cl